ClC=1C=C2C(=CN=NC2=CC1OC)N1CCC2(CCN(C2)[SH2](=O)C=N)CC1 [8-(6-chloro-7-methoxycinnolin-4-yl)-2,8-diazaspiro[4.5]decan-2-yl](imino)methyl-λ6-sulfanone